CN1CCC(CC1)C(=O)OCCOCCOCCOCCOCCN(CCCCCCCC)C(C(COCCCCCCCC\C=C/CCCCCCCC)OCCCCCCCC\C=C/CCCCCCCC)=O 2-[2-[2-[2-[2-[2,3-bis[(Z)-octadec-9-enoxy]propanoyl-octyl-amino]ethoxy]ethoxy]ethoxy]ethoxy]ethyl 1-methylpiperidine-4-carboxylate